C(C)N1C2=NC(=NC(=C2N=C1C(C)=O)N1CCOCC1)N1N=CC(=C1)C1=CC=CC=C1 1-(9-ethyl-6-morpholino-2-(4-phenyl-1H-pyrazol-1-yl)-9H-purin-8-yl)ethanone